hydroxydimethylaminochalcone OC=1C(=C(C=CC1)\C=C\C(=O)C1=CC=CC=C1)N(C)C